CC1=C(C(=CC(=C1)N1CCOCC1)C(F)(F)F)NC(CCCCC)=O 5-Methyl-pentanoic acid (2-methyl-4-morpholin-4-yl-6-trifluoromethyl-phenyl)-amide